(R) or (S)-N'-((1,2,3,5,6,7-hexahydro-s-indacen-4-yl)carbamoyl)-2-(2-methoxypropan-2-yl)thiazole-5-sulfonimidamide C1CCC2=C(C=3CCCC3C=C12)NC(=O)N=[S@](=O)(N)C1=CN=C(S1)C(C)(C)OC |o1:16|